tert-butyl (1r,5s)-3-trityl-3,8-diazabicyclo[3.2.1]octane-8-carboxylate C(C1=CC=CC=C1)(C1=CC=CC=C1)(C1=CC=CC=C1)N1C[C@H]2CC[C@@H](C1)N2C(=O)OC(C)(C)C